C(CCCCCCC)N(C(OCC=1C2=CC=CC=C2C=C2C=CC=CC12)=O)CCCCCCCC 9-anthrylmethyl N,N-dioctylcarbamate